N1CCC(CC1)CCCCI 4-(4-piperidyl)butyl iodide